(E)-2-(6-(5,5-dimethyl-1,3-dioxan-2-yl)hex-2-en-1-yl)-6-methyl-1,3,6,2-dioxazaborocan-4,8-dione CC1(COC(OC1)CCC/C=C/CB1OC(CN(CC(O1)=O)C)=O)C